COC1=CC=C(C=C1)N(S(=O)(=O)Cl)C N-(4-methoxyphenyl)-N-methyl-chlorosulfonamide